(3aR,4S,7S,8R,8aR)-8-((3-chloro-1,2,4-thiadiazol-5-yl)amino)-2,2-dimethyltetrahydro-4,7-epoxy[1,3]dioxolo[4,5-d]oxepin ClC1=NSC(=N1)NC=1[C@H]2OC[C@@H]([C@@H]3C1OC(O3)(C)C)O2